(R)-6-(1-(4-(4,4,5,5-tetramethyl-1,3,2-dioxaborolan-2-yl)phenyl)ethyl)-2-oxa-6-azaspiro[3.3]Heptane CC1(OB(OC1(C)C)C1=CC=C(C=C1)[C@@H](C)N1CC2(COC2)C1)C